O1CCN(CC1)CC#CC1=NN=C(O1)[C@@]12CN(C[C@]2(C1)C(F)(F)F)C1=C2C=CC=NC2=C(C=C1)C#N 5-((1S,5R)-1-(5-(3-morpholinoprop-1-yn-1-yl)-1,3,4-oxadiazole-2-yl)-5-(trifluoromethyl)-3-azabicyclo[3.1.0]hexane-3-yl)quinoline-8-carbonitrile